Tert-Butyl ((3S,6S,10aS)-3-(3-butyramido-3-(pyridin-2-yl)azetidine-1-carbonyl)-5-oxodecahydropyrrolo[1,2-a]azocin-6-yl)carbamate C(CCC)(=O)NC1(CN(C1)C(=O)[C@@H]1CC[C@H]2N1C([C@H](CCCC2)NC(OC(C)(C)C)=O)=O)C2=NC=CC=C2